ClC=1C=NN(C1C1=NN2C(N(C(CC2)=O)CC2=CC=C(C=C2)C=2N(C=C(N2)C(F)(F)F)C(C)C)=N1)C(C)C 2-(4-chloro-1-isopropyl-1H-pyrazol-5-yl)-4-(4-(1-isopropyl-4-(trifluoromethyl)-1H-imidazol-2-yl)benzyl)-6,7-dihydro-[1,2,4]triazolo[1,5-a]pyrimidin-5(4H)-one